butyl 4-(4-piperidyloxy)piperidine-1-carboxylate N1CCC(CC1)OC1CCN(CC1)C(=O)OCCCC